N-[5-(8-dimethylamino-2-oxo-8-phenyl-1,3-diazaspiro[4.5]decan-3-yl)-pyrimidin-2-yl]-N,2,2-trimethyl-propionamide CN(C1(CCC2(CN(C(N2)=O)C=2C=NC(=NC2)N(C(C(C)(C)C)=O)C)CC1)C1=CC=CC=C1)C